C1=CC=CC=2C3=CC=CC=C3C(C12)COC(=O)NC(C(=O)OCC1=CC=CC=C1)CC1=CC(=C(C=C1)C(F)(F)F)Cl Benzyl 2-((((9H-fluoren-9-yl)methoxy) carbonyl)amino)-3-(3-chloro-4-(trifluoromethyl)phenyl)propanoate